2-Palmitoyl-cyclohexane-1,3-dione C(CCCCCCCCCCCCCCC)(=O)C1C(CCCC1=O)=O